(r*)-(S)-2-cyclobutyl-2-((2-((R)-4-methyl-2-oxooxazolidin-3-yl)-5,6-dihydrobenzo[f]imidazo[1,2-d][1,4]oxazepin-9-yl)amino)acetamide C1(CCC1)[C@H](C(=O)N)NC1=CC2=C(C=3N(CCO2)C=C(N3)N3C(OC[C@H]3C)=O)C=C1 |o1:4|